CCCCCCCCCCCCCCCCCCCCCCCC(=O)N[C@@H](COP(=O)([O-])[O-])[C@@H](/C=C/CCCCCCCCCCCCC)O The molecule is a ceramide 1-phosphate(2-) in which the N-acyl group is specified as tetracosanoyl. It is a conjugate base of a N-tetracosanoylsphingosine 1-phosphate.